(1-(((4-(2-methylazepan-1-yl)-6,7-dihydro-5H-pyrrolo[3,4-d]pyrimidin-2-yl)oxy)methyl)cyclopropyl)methanol CC1N(CCCCC1)C=1C2=C(N=C(N1)OCC1(CC1)CO)CNC2